C(C)O[Si](CCCSSSSCCC[Si](OCC)(OCC)OCC)(OCC)OCC bis(γ-triethoxysilylpropyl) tetrasulphide